(2-thienylethyl)methylamine S1C(=CC=C1)CCNC